FC1=C(C=CC(=C1F)I)N1C(C(CC1)NC(OC(C)(C)C)=O)=O tert-butyl (1-(2,3-difluoro-4-iodophenyl)-2-oxopyrrolidin-3-yl)carbamate